CC(CCO)CO 3-methyl-1,4-butanediol